di(4-chlorobenzyl)azodicarboxylate ClC1=CC=C(COC(=O)N=NC(=O)OCC2=CC=C(C=C2)Cl)C=C1